3-{[(5-phenoxy-1,2,3,4-tetrahydronaphthalen-1-yl)methyl]amino}pyridine-4-carboxylic acid O(C1=CC=CC=C1)C1=C2CCCC(C2=CC=C1)CNC=1C=NC=CC1C(=O)O